methylene bis-decanoate C(CCCCCCCCC)(=O)OCOC(CCCCCCCCC)=O